4-fluoro-phenyl-ethoxybenzamide FC1=CC=C(C=C1)C=1C(=C(C(=O)N)C=CC1)OCC